BrC=1C=C2CN(C(C2=CC1)=O)C(CC)C=1N=C(SC1)NS(=O)(=O)C1CC1 N-(4-(1-(5-bromo-1-oxoisoindolin-2-yl)propyl)thiazol-2-yl)cyclopropanesulfonamide